ClC=1C=C2C=C(NC2=CC1C1=NC=C(N=C1)CO)CNC(C)=O N-({5-chloro-6-[5-(hydroxymethyl)-2-pyrazinyl]-2-indolyl}methyl)acetamide